5-(2-Isopropyl-4,5-dimethoxy-benzyl)-N*2*-(2-methoxy-phenyl)-pyrimidine-2,4-diamine C(C)(C)C1=C(CC=2C(=NC(=NC2)NC2=C(C=CC=C2)OC)N)C=C(C(=C1)OC)OC